FC[C@H]1[C@H](C1)C(=O)NC=1N=CC2=C(N=CC(=C2C1)C=1OC2=C(N1)C=C(C=C2)N2C[C@@H](OCC2)C)NC (1S,2R)-2-(fluoromethyl)-N-(8-(methylamino)-5-(5-((S)-2-methylmorpholino)benzo[d]oxazol-2-yl)-2,7-naphthyridin-3-yl)cyclopropane-1-carboxamide